6-((5-methyl-3-(6-methylpyridin-3-yl)isoxazol-4-yl)methoxy)-N-(1-methylcyclopropyl)pyridazine-3-carboxamide CC1=C(C(=NO1)C=1C=NC(=CC1)C)COC1=CC=C(N=N1)C(=O)NC1(CC1)C